C(C=C)(=O)OCCCCCCOC1=CC=C(C=C1)C#CC1=CC=C(C(=O)OC2=C(C(=O)OC)C=C(C=C2)OC(C2=CC=C(C=C2)C#CC2=CC=C(C=C2)OCCCCCCOC(C=C)=O)=O)C=C1 methyl 2,5-bis[[4-[2-[4-(6-prop-2-enoyloxyhexoxy)phenyl]-ethynyl]benzoyl]oxy]benzoate